2-{3-[2-amino-6-(2-methoxyphenyl)-7H-pyrrolo[2,3-d]pyrimidin-4-yl]-2-(hydroxymethyl)phenyl}-6-cyclopropyl-8-fluoroisoquinolin-1(2H)-one NC=1N=C(C2=C(N1)NC(=C2)C2=C(C=CC=C2)OC)C=2C(=C(C=CC2)N2C(C1=C(C=C(C=C1C=C2)C2CC2)F)=O)CO